4-(2-((3-fluorophenyl)(4-fluorophenyl)amino)-2-oxoethyl)-1-(indoline-1-carbonyl)piperidine-4-carboxylic acid FC=1C=C(C=CC1)N(C(CC1(CCN(CC1)C(=O)N1CCC2=CC=CC=C12)C(=O)O)=O)C1=CC=C(C=C1)F